ClC=1C=C(C=CC1)[C@H]1C[C@@H](C(O[C@H]1C1=CC=C(C=C1)Cl)=O)C (3S,5R,6R)-5-(3-Chlorophenyl)-6-(4-chlorophenyl)-3-methyltetrahydro-2H-pyran-2-one